C(C)(C)(C)OC(=O)NC=1N(C(=CN1)C(=O)OCC)NCC1OCC1 Ethyl 2-((tert-Butoxycarbonyl) amino)-1-((oxetan-2-ylmethyl) amino)-1H-imidazole-5-carboxylate